5-[[2-(6,6-dioxo-8-oxa-6lambda6-thia-2,5-diazaspiro[3.5]nonane-2-carbonyl)-2-azaspiro[3.3]heptan-6-yl]methyl]-2-(trifluoromethyl)benzonitrile O=S1(NC2(CN(C2)C(=O)N2CC3(C2)CC(C3)CC=3C=CC(=C(C#N)C3)C(F)(F)F)COC1)=O